(R)-4-(5-fluoro-1H-pyrazol-4-yl)-N-(2-(1-methylpyrrolidin-2-yl)-1H-pyrrolo[3,2-c]pyridin-6-yl)benzamide FC1=C(C=NN1)C1=CC=C(C(=O)NC2=CC3=C(C=N2)C=C(N3)[C@@H]3N(CCC3)C)C=C1